C1(CCCC1)C1=CN(C=2N=CN=C(C21)NCC2=C(C=C(C=C2)OC)OC)[C@@H]2O[C@@H]([C@@H]1[C@H]2OC(O1)(C)C)CO ((3aR,4R,6R,6aR)-6-(5-cyclopentyl-4-((2,4-dimethoxybenzyl)amino)-7H-pyrrolo[2,3-d]pyrimidin-7-yl)-2,2-dimethyltetrahydrofuro[3,4-d][1,3]dioxol-4-yl)methanol